cyanatocyclohexan O(C#N)C1CCCCC1